1-((1R,4r)-4-(4-(((1r,4R)-4-(bromomethyl)cyclohexyl)methyl)piperazin-1-yl)cyclohexyl)-3-(4-phenoxyphenyl)-1H-pyrazolo[3,4-d]pyrimidin-4-amine BrCC1CCC(CC1)CN1CCN(CC1)C1CCC(CC1)N1N=C(C=2C1=NC=NC2N)C2=CC=C(C=C2)OC2=CC=CC=C2